BrC1=CC(=C(C=C1)N1N=CC=2C1=NC=NC2Cl)F 1-(4-bromo-2-fluoro-phenyl)-4-chloro-pyrazolo[3,4-d]pyrimidine